8-amino-6-butoxy-3-((6-(4-methylpiperazin-1-yl)pyridin-3-yl)methyl)-3,4-dihydropyrimido[5,4-d]pyrimidin-2(1H)-one NC1=NC(=NC2=C1NC(N(C2)CC=2C=NC(=CC2)N2CCN(CC2)C)=O)OCCCC